COC=1C=CC=C2N=CC=NC12 8-methoxyquinoxalin